rac-7-bromo-N-methyl-2-((1S*,2S*)-2-(4-methylpyrimidin-2-yl)cyclopropyl)quinolin-4-amine BrC1=CC=C2C(=CC(=NC2=C1)[C@@H]1[C@H](C1)C1=NC=CC(=N1)C)NC |r|